C(C)C(C)CC diethylethane